NC1=NC=C(C=C1C=1C=C2CCNC(C2=CC1)=O)C1=CC=C(C=C1)N1CCN(CCC1)C 6-(2-amino-5-(4-(4-methyl-1,4-diazepan-1-yl)phenyl)pyridin-3-yl)-3,4-dihydroisoquinolin-1(2H)-one